1-chloro-6-(cyclopropylmethoxy)-5-fluoroisoquinoline ClC1=NC=CC2=C(C(=CC=C12)OCC1CC1)F